CC1=NC(=NC=C1)[C@@H]1[C@H](C1)C1=NC2=CC(=CC=C2C(=C1)N1N=CN=C1)N |r| rac-2-((1S*,2S*)-2-(4-methylpyrimidin-2-yl)cyclopropyl)-4-(1H-1,2,4-triazol-1-yl)quinolin-7-amine